CN1N=CC(=C1C)N1[C@H]([C@H](CC1)NS(=O)(=O)C)CO[C@@H]1CC[C@@H](CC1)C1=CC=CC=C1 N-((2R,3S)-1-(1,5-dimethyl-1H-pyrazol-4-yl)-2-((((CIS)-4-phenylcyclohexyl)oxy)methyl)-pyrrolidin-3-yl)methanesulfonamide